BrC1=CC2=C(N(N=N2)CC2=CC=C(C=N2)C=2OC(=NN2)C(F)F)C=C1 2-(6-((5-bromo-1H-benzo[d][1,2,3]triazol-1-yl)methyl)pyridin-3-yl)-5-(difluoromethyl)-1,3,4-oxadiazole